(E)-1-(5-hydroxy-7-methoxy-2,2-dimethyl-2H-chromen-6-yl)-3-(3-(4-methyl-piperazin-1-yl)phenyl)prop-2-en-1-one OC1=C2C=CC(OC2=CC(=C1C(\C=C\C1=CC(=CC=C1)N1CCN(CC1)C)=O)OC)(C)C